Pyrazolo[4,3-b]Indole-7-carbonitrile N1=NC=C2N=C3C=CC(=CC3=C21)C#N